6-Methyl-4,6-bis(4-methylpent-3-en-1-yl)cyclohexa-1,3-dienecarbaldehyde CC1(CC(=CC=C1C=O)CCC=C(C)C)CCC=C(C)C